C(C)OC(=O)[C@H]1[C@@H](C1)CO (1r,2r)-2-(hydroxymethyl)cyclopropane-1-carboxylic acid ethyl ester